ClC1=CC=C(C=C1)C1=C(C(=C(C(=C1[2H])[2H])[2H])[2H])[2H] 4-Chloro-1,1'-biphenyl-2',3',4',5',6'-d5